C(C)(C)(C)N(C(O)=O)CCCCCN(C)CCNC(=O)OCC1=CC=CC=C1.ON(C(CCCCC)=O)CC=1C=CC=2NC3=CC=C(C=C3OC2C1)C(F)(F)F N-hydroxy-N-((7-(trifluoromethyl)-10H-phenoxazin-3-yl)methyl)hexanamide tert-butyl-(5-((2-(((benzyloxy)carbonyl)amino)ethyl)(methyl)amino)pentyl)carbamate